FC1=C(C=CC=C1F)C=1C=NC=2N(C1)C=C(N2)COC2=NC=CC=C2 6-(2,3-difluorophenyl)-2-(pyridin-2-yloxymethyl)imidazo[1,2-a]pyrimidine